2-(2-aminopyridin-4-yl)-3-(2,4-difluorophenyl)-5-methyl-1,5,6,7-tetrahydro-4H-pyrrolo[3,2-c]pyridin-4-one NC1=NC=CC(=C1)C1=C(C=2C(N(CCC2N1)C)=O)C1=C(C=C(C=C1)F)F